BrC1=CC=C2C(CN(CC2=C1)C(=O)OCC1=CC=CC=C1)(C)C Benzyl 7-bromo-4,4-dimethyl-3,4-dihydroisoquinoline-2(1H)-carboxylate